NC1=C(C=CC=C1)NC=1C=C2C=CN(C(C2=CC1)=O)C1=CC=C(C=C1)C(F)(F)F 6-((2-aminophenyl)amino)-2-(4-(trifluoromethyl)phenyl)isoquinolin-1(2H)-one